BrC1=CC=2C(C3=CC=CC(=C3C2C=C1)C1=CC=CC=C1)(C)C 2-bromo-9,9-dimethyl-5-phenyl-9H-fluorene